(S)-4-((3-chloro-2,4-difluorophenyl) (methyl) carbamoyl)-2-oxoimidazolidine-1-carboxylate ClC=1C(=C(C=CC1F)N(C(=O)[C@H]1NC(N(C1)C(=O)[O-])=O)C)F